BrC=1C=C2C(=NC1)NN=N2 6-Bromo-3H-[1,2,3]triazolo[4,5-b]pyridine